(E)-N-Methyl-4-((3R)-3-((5-((Z)-4,4,4-trifluoro-1-(3-fluoro-1-(tetrahydro-2H-pyran-2-yl)-1H-indazol-5-yl)-2-phenylbut-1-en-1-yl)pyridin-2-yl)oxy)piperidin-1-yl)but-2-enamide CNC(\C=C\CN1C[C@@H](CCC1)OC1=NC=C(C=C1)\C(=C(\CC(F)(F)F)/C1=CC=CC=C1)\C=1C=C2C(=NN(C2=CC1)C1OCCCC1)F)=O